((6-(difluoromethoxy)-2-(2,2'-dimethyl-3'-(6-(pyrrolidin-1-ylmethyl)oxazolo[5,4-b]pyridin-2-yl)-[1,1'-biphenyl]-3-yl)benzo[d]oxazol-5-yl)methyl)-L-proline FC(OC1=CC2=C(N=C(O2)C=2C(=C(C=CC2)C2=C(C(=CC=C2)C=2OC3=NC=C(C=C3N2)CN2CCCC2)C)C)C=C1CN1[C@@H](CCC1)C(=O)O)F